BrC1=CC(=C(C=C1)C1=NN2C(N=C(C=C2C=2C=NC=C(C2)F)C(=O)N2[C@@H](C3=CC=CC=C3CC2)C)=C1)F (1R)-2-[2-(4-bromo-2-fluorophenyl)-7-(5-fluoropyridin-3-yl)pyrazolo[1,5-a]pyrimidine-5-carbonyl]-1-methyl-1,2,3,4-tetrahydroisoquinoline